(3,4-dichlorophenyl)carbamic acid phenyl ester C1(=CC=CC=C1)OC(NC1=CC(=C(C=C1)Cl)Cl)=O